B(C1=CC(=CC=C1)[N+](=O)[O-])(O)O nitrophenylboronic acid